F[C@@H]1CN(CC[C@@H]1NC1=C2C=C(N(C2=CC=C1)CC(F)(F)F)C#CCNC1=C(C=C(C=C1)S(=O)(=O)N)OC)C 4-{[3-(4-{[(3R,4S)-3-fluoro-1-methylpiperidin-4-yl]amino}-1-(2,2,2-trifluoroethyl)-1H-indol-2-yl)prop-2-yn-1-yl]amino}-3-methoxybenzene-1-sulfonamide